triisopropyl-((6-(methoxymethoxy)-8-(4,4,5,5-tetramethyl-1,3,2-dioxaborolan-2-yl)-naphthalen-1-yl)ethynyl)silane C(C)(C)[Si](C#CC1=CC=CC2=CC(=CC(=C12)B1OC(C(O1)(C)C)(C)C)OCOC)(C(C)C)C(C)C